9,10-Diphenoxyanthracene O(C1=CC=CC=C1)C=1C2=CC=CC=C2C(=C2C=CC=CC12)OC1=CC=CC=C1